COC(=O)C=1C(N(C2=CC(=CC=C2C1N)C(F)(F)F)C1=CC(=C(C=C1)C(C)O)F)=O 4-amino-1-(3-fluoro-4-(1-hydroxyethyl)phenyl)-2-oxo-7-(trifluoromethyl)-1,2-dihydroquinoline-3-carboxylic acid methyl ester